tert-Butyl (S)-4-((2-(3-cyano-4-(methoxycarbonyl)phenyl)-4-(3,3,3-trifluoropropyl)piperazin-1-yl)methyl)-5-methoxy-7-methyl-1H-indole-1-carboxylate C(#N)C=1C=C(C=CC1C(=O)OC)[C@@H]1N(CCN(C1)CCC(F)(F)F)CC1=C2C=CN(C2=C(C=C1OC)C)C(=O)OC(C)(C)C